N-(3-bromophenyl)-5-methoxy-1H-benzimidazole-2-carboxamide BrC=1C=C(C=CC1)NC(=O)C1=NC2=C(N1)C=CC(=C2)OC